C(C)OC=1N=C(SC1C(=O)OCC)C1=CC=2N(C=C1)N=CC2C=2C(=NN(C2C)C(C)C)C ethyl 4-ethoxy-2-[3-(1-isopropyl-3,5-dimethyl-pyrazol-4-yl)pyrazolo[1,5-a]pyridin-5-yl]thiazole-5-carboxylate